FC1=C(OC2=C3C(=NC=C2)N(C=C3C=3CCN(CC3)C(CC)=O)COCC[Si](C)(C)C)C(=CC(=C1)[N+](=O)[O-])F 1-{4-[4-(2,6-difluoro-4-nitrophenoxy)-1-{[2-(trimethylsilyl)ethoxy]methyl}-1H-pyrrolo[2,3-b]pyridin-3-yl]-3,6-dihydropyridin-1(2H)-yl}propan-1-one